The molecule is a steroid ester that is pregn-4-en-21-yl acetate substituted by a fluoro group at position 9, hydroxy groups at positions 11 and 17 and oxo groups at positions 3 and 20 respectively. It is a fluorinated steroid, a steroid ester, an acetate ester, an 11beta-hydroxy steroid, a 17alpha-hydroxy steroid, a 3-oxo-Delta(4) steroid, a 20-oxo steroid and a tertiary alpha-hydroxy ketone. It derives from a hydride of a pregnane. C[C@@H]1C[C@]2(C(=CC1=O)CC[C@@H]3[C@@]2([C@H](C[C@]4([C@H]3CC[C@@]4(C(=O)COC(=O)C)O)C)O)F)C